ClC1=C(C=CC=C1F)N1C(C2=C(C=3C=CC(=NC13)C(F)(F)F)OC=N2)=O 5-(2-Chloro-3-fluorophenyl)-7-(trifluoromethyl)oxazolo[4,5-c][1,8]naphthyridin-4(5H)-one